OC=1C=C(C=CC1OC)C1(NC(=CC(C1)=O)C)C 2-(3-hydroxy-4-methoxyphenyl)-2,6-dimethylpyridin-4(1H)-one